3-((3-((4-(1-(4-((1S,2R)-6-hydroxy-2-phenyl-1,2,3,4-tetrahydronaphthalen-1-yl)phenyl)piperidin-4-yl)piperazin-1-yl)methyl)phenyl)amino)piperidine-2,6-dione OC=1C=C2CC[C@H]([C@H](C2=CC1)C1=CC=C(C=C1)N1CCC(CC1)N1CCN(CC1)CC=1C=C(C=CC1)NC1C(NC(CC1)=O)=O)C1=CC=CC=C1